FC1(CCC(CC1)C1=NC(=C2N1CCN(C2)C(=O)NC)I)F 3-(4,4-difluorocyclohexyl)-1-iodo-N-methyl-5,6-dihydroimidazo[1,5-a]pyrazine-7(8H)-carboxamide